BrCCCCCC=C 7-bromoheptene